13-(morpholine-4-carbonyl)spiro[1,4,7,10,14,17,20,23,26,29,32-undecazabicyclo[32.2.0]hexatriacontane-19,1'-cyclopentane]-2,5,8,11,15,18,21,24,27,30,33-undecone N1(CCOCC1)C(=O)C1CC(NCC(NCC(NCC(N2CCC2C(NCC(NCC(NCC(NCC(NC2(CCCC2)C(NCC(N1)=O)=O)=O)=O)=O)=O)=O)=O)=O)=O)=O